ClC=1C(=CC2=C([C@@H](C[C@@H](O2)C(=O)NC23CC(C2)(C3)N3N=NC(=C3)COCCOC(F)(F)F)O)C1)F (2R,4R)-6-chloro-7-fluoro-4-hydroxy-N-[3-(4-{[2-(trifluoromethoxy)ethoxy]methyl}-1H-1,2,3-triazol-1-yl)bicyclo[1.1.1]pentan-1-yl]-3,4-dihydro-2H-1-benzopyran-2-carboxamide